1-(1-cyclopentyl-5-oxopyrrolidin-3-yl)-3-(2,5-difluorophenyl)urea C1(CCCC1)N1CC(CC1=O)NC(=O)NC1=C(C=CC(=C1)F)F